tert-butyl 4-(4-(2-(tert-butoxy)-2-oxoethoxy)phenyl)piperazine-1-carboxylate C(C)(C)(C)OC(COC1=CC=C(C=C1)N1CCN(CC1)C(=O)OC(C)(C)C)=O